2-((1-(3,6-dimethyl-2-(5-methyl-4-oxo-4,5,6,7-tetrahydropyrazolo[1,5-a]pyrazin-2-yl)-4-oxo-4H-chromen-8-yl)ethyl)amino)benzoic acid CC1=C(OC2=C(C=C(C=C2C1=O)C)C(C)NC1=C(C(=O)O)C=CC=C1)C1=NN2C(C(N(CC2)C)=O)=C1